C(CCCCCCCCCCC)OP(OCCCCCCCCCCCC)(OCCCCCCCCCCCC)C1=CC=C(C=C1)C(C)(C)C1=CC=C(C=C1)P(OCCCCCCCCCCCC)(O)O.C(C(=C)C)(=O)OCCC[Si](OCCOC)(OCCOC)OCCOC 3-methacryloxypropyl-tris(2-methoxyethoxy)silane tetra-dodecyl(propane-2,2-diylbis(4,1-phenylene))bis(phosphite)